C(CCCCC=CCC=CCC=CCCCCC)(=O)O octadeca-6,9,12-trienoic acid